NC1=C(C(=NC=N1)N1C[C@@H](CCC1)N1C(C(CCC1)NC1=CC(=CC(=C1)F)Cl)=O)F (3'r)-1'-(6-amino-5-fluoropyrimidin-4-yl)-3-(3-chloro-5-fluorophenylamino)-1,3'-bipiperidin-2-one